3-(2,6-dioxopiperidin-3-yl)-1-oxoisoindole O=C1NC(CCC1C1=NC(C2=CC=CC=C12)=O)=O